(2s,4s)-7-(4-methoxyphenylmethyl)-6,8-dioxo-5,7-diazaspiro[3.4]octane-2-carboxylic acid methyl ester COC(=O)C1CC2(C1)NC(N(C2=O)CC2=CC=C(C=C2)OC)=O